di-t-butyl-L-cystine dihydrochloride Cl.Cl.C(C)(C)(C)[C@](CSSC[C@@](C(=O)O)(N)C(C)(C)C)(C(=O)O)N